[Mo]=S.[Pb] lead-molybdenum sulfide